C(C)N1CCN(CC1)C(COC1=CC=C(/C=C/C2=C(C(=CC(=C2)OC)OC)/C=C/C(=O)C2=C(C=CC(=C2)OC)O)C=C1)=O (E)-3-(2-((E)-4-(2-(4-ethylpiperazin-1-yl)-2-oxoethoxy)styryl)-4,6-dimethoxyphenyl)-1-(2-hydroxy-5-methoxyphenyl)prop-2-en-1-one